NC1=NC=C(C=C1C1=NC=C(C=C1)C(=O)N(C)C)C1=CC(=NC=C1)C(C)(C)O 2'-Amino-2''-(2-hydroxypropan-2-yl)-N,N-dimethyl-[2,3':5',4''-terpyridine]-5-carboxamide